N-[5-(2,6-difluoro-4-methoxyphenyl)-1-methyl-3-oxo-2-(quinolin-2-yl)-2,3-dihydro-1H-pyrazol-4-yl]-4-(difluoromethoxy)benzamide FC1=C(C(=CC(=C1)OC)F)C1=C(C(N(N1C)C1=NC2=CC=CC=C2C=C1)=O)NC(C1=CC=C(C=C1)OC(F)F)=O